N-[3-chloro-2-fluoro-4-(trifluoromethyl)phenyl]-5-(2-pyridyl)-1H-pyrrole-3-sulfonamide ClC=1C(=C(C=CC1C(F)(F)F)NS(=O)(=O)C1=CNC(=C1)C1=NC=CC=C1)F